C(C)S(=O)(=O)C=1C=CC(=NC1C1=NC=2N(C=C1)N=C(C2)C(F)(F)F)NC2=CC=C(C=C2)OC(F)(F)F 5-(ethylsulfonyl)-N-(4-(trifluoromethoxy)phenyl)-6-(2-(trifluoromethyl)pyrazolo[1,5-a]pyrimidin-5-yl)pyridin-2-amine